O=S.[Gd].[Y] Yttrium gadolinium oxysulfid